FC1(CC(C1)NC=1C=CC(=NC1)NC1=NC=NC(=C1)NC1=NC=CC=C1S(=O)(=O)C)F N4-(5-(3,3-difluorocyclobutylamino)pyridin-2-yl)-N6-(3-(methylsulfonyl)pyridin-2-yl)pyrimidine-4,6-diamine